C(SC(C)C)(S)=S isopropyl hydrogen trithiocarbonate